BrC1=CC=C(CN2C(OCC=3C=NC=4N=C(C=CC4C32)OC)=O)C=C1 1-(4-Bromobenzyl)-8-methoxy-1,4-dihydro-2H-[1,3]oxazino[5,4-c][1,8]naphthyridin-2-one